6-methyl-3-phenyl-1-tosyl-1H-indazole CC1=CC=C2C(=NN(C2=C1)S(=O)(=O)C1=CC=C(C)C=C1)C1=CC=CC=C1